P(=O)(OCC(C)O)(OC1=CC=C(C=C1)[N+](=O)[O-])[O-].[Na+] sodium 2-hydroxypropyl (4-nitrophenyl) phosphate